1-(4-cyano-2-methylphenyl)-5-(trifluoromethyl)-1H-pyrazole-4-carboxamide C(#N)C1=CC(=C(C=C1)N1N=CC(=C1C(F)(F)F)C(=O)N)C